C(C)OC(C(CC(=O)OCC)NC(CC[Si](OCC)(OCC)OCC)(CC)CC)=O N-(3-triethoxysilyl-diethylpropyl)aminosuccinic acid diethyl ester